5-Chloro-2-(4-phenanthren-9-yl-phenyl)-pyrimidine ClC=1C=NC(=NC1)C1=CC=C(C=C1)C=1C2=CC=CC=C2C=2C=CC=CC2C1